1-(1-(2-trityl-2H-tetrazol-5-yl)cyclopropyloxy)propan-2-one C(C1=CC=CC=C1)(C1=CC=CC=C1)(C1=CC=CC=C1)N1N=C(N=N1)C1(CC1)OCC(C)=O